ClC1=NC(=C(C(=N1)NCCC1=CNC2=CC=CC=C12)OCCNC)Cl 2,6-dichloro-N-[2-(1H-indol-3-yl)ethyl]-5-[2-(methylamino)ethoxy]pyrimidin-4-amine